FC(CN1N=C(C(=C1)C)NC1=NN=C(S1)C(=O)NC1=C(C(=CC=C1C)OC)C)F 5-[[1-(2,2-difluoroethyl)-4-methyl-pyrazol-3-yl]amino]-N-(3-methoxy-2,6-dimethyl-phenyl)-1,3,4-thiadiazole-2-carboxamide